(R)-N-(1-(3-(difluoromethyl)-2-fluorophenyl)ethyl)-6-methoxy-2-methyl-7-(1-methyl-1H-pyrazol-3-yl)quinazolin FC(C=1C(=C(C=CC1)C(C)N1[C@H](N=CC2=CC(=C(C=C12)C1=NN(C=C1)C)OC)C)F)F